dibenzyl 8,8'-((4-((tert-butoxycarbonyl)amino)butyl)azanediyl)bis(7-hydroxyoctanoate) C(C)(C)(C)OC(=O)NCCCCN(CC(CCCCCC(=O)OCC1=CC=CC=C1)O)CC(CCCCCC(=O)OCC1=CC=CC=C1)O